CC1(OB(OC1(C)C)C=1C=C(C=CC1)[C@@]1(CCN2C1=NC=C2)O)C (R)-7-(3-(4,4,5,5-Tetramethyl-1,3,2-dioxaborolan-2-yl)phenyl)-6,7-dihydro-5H-pyrrolo[1,2-a]imidazol-7-ol